ClC=1C(=C(C(=CC1)C(F)F)C1=CC=C(C(=N1)C(=O)OC(C)(C)C)C=C)F tert-butyl 6-(3-chloro-6-(difluoromethyl)-2-fluorophenyl)-3-vinylpyridine-2-carboxylate